C(C1=CC=CC=C1)ON1[C@@H]2CC[C@H](N(C1=O)C2)C(NC(=O)C=2N=COC2)=N N-(((2S,5R)-6-(benzyloxy)-7-oxo-1,6-diazabicyclo[3.2.1]octan-2-yl)(imino)methyl)oxazole-4-carboxamide